quinolin-8-one N1=CC=CC=2C=CCC(C12)=O